6-(Hydroxymethyl)-N,N-bis(4-methoxybenzyl)pyridine-3-sulfonamide OCC1=CC=C(C=N1)S(=O)(=O)N(CC1=CC=C(C=C1)OC)CC1=CC=C(C=C1)OC